methyl 1,2-dimethyl-1H-indole-3-carboxylate CN1C(=C(C2=CC=CC=C12)C(=O)OC)C